5-(4-((2-ethyl-5-fluoro-3-oxo-4H-quinoxalin-6-yl)methyl-d2)piperazin-1-yl)picolinic acid methyl ester COC(C1=NC=C(C=C1)N1CCN(CC1)C([2H])([2H])C=1C(=C2NC(C(=NC2=CC1)CC)=O)F)=O